C[C@@H](CC)O (2S)-2-butan-ol